CC1=C2C=C(N(C2=CC=C1CN1CCC2(CN(C2)C2=NC=NC3=CC=C(C=C23)CC(F)(F)F)CC1)C(CCN1CCN(CC1)S(=O)(=O)C)C)C#N 4-Methyl-1-{1-methyl-3-[4-(methylsulfonyl)piperazin-1-yl]propyl}-5-({2-[6-(2,2,2-trifluoroethyl)quinazolin-4-yl]-2,7-diazaspiro[3.5]non-7-yl}methyl)-1H-indole-2-carbonitrile